BrC1=C2C3(C(NC2=CC=C1)=O)CCC(CC3)=O 4'-bromospiro[cyclohexane-4,3'-indoline]-1,2'-dione